CC1(N(C(C2=CC=CC=C12)=O)CCC)C 3,3-dimethyl-2-propylisoindolin-1-one